methyl 2-(3-(3,4-dimethoxyphenyl)-1-methylureido)-5-oxo-5H-thieno[3,2-b]pyran-6-carboxylate COC=1C=C(C=CC1OC)NC(N(C)C1=CC=2OC(C(=CC2S1)C(=O)OC)=O)=O